FC1=C(C(=CC=C1)F)S(=O)(=O)N 2,6-difluoro-benzenesulfonamide